1-((methoxycarbonyl)(methyl)amino)-4-(6-methoxynaphthalen-2-yl)-2,6-dimethylpyridin-1-ium tetrafluoroborate F[B-](F)(F)F.COC(=O)N([N+]1=C(C=C(C=C1C)C1=CC2=CC=C(C=C2C=C1)OC)C)C